2-octyldecyl (S)-2-((tert-butoxycarbonyl)amino)-3-(3,5-difluorophenyl)propanoate C(C)(C)(C)OC(=O)N[C@H](C(=O)OCC(CCCCCCCC)CCCCCCCC)CC1=CC(=CC(=C1)F)F